C(C)OC1=C(C=CC(=C1)OCC)O 2-ethoxy-4-ethoxyphenol